3,5-di(behenyl)benzyl alcohol C(CCCCCCCCCCCCCCCCCCCCC)C=1C=C(CO)C=C(C1)CCCCCCCCCCCCCCCCCCCCCC